OC1=C(C=CC=C1)C=1C=C2C(=NN1)NC[C@@H]1N2CCN(C1)C1CCC(CC1)=O (S)-4-(2-(2-hydroxyphenyl)-5,6,6a,7,9,10-hexahydro-8H-pyrazino[1',2':4,5]pyrazino[2,3-c]pyridazin-8-yl)cyclohexan-1-one